BrC=1C=C(C=CC1F)N1C(=NOC1=O)C=1C(=NON1)NCCNC(OC(C)(C)C)=O tert-Butyl [2-({4-[4-(3-bromo-4-fluorophenyl)-5-oxo-4,5-dihydro-1,2,4-oxadiazol-3-yl]-1,2,5-oxadiazol-3-yl}amino)ethyl]carbamate